C1(=CC=CC=C1)NC(C(C)(C)C)=O N-phenyl-2,2-dimethylpropionamide